2-[6-[3-[1-(5-chloropyrimidin-2-yl)-4-piperidyl]propoxy]-3-pyridyl]-1-[3-[[[(2S,3R,4R,5R)-2,3,4,5,6-pentahydroxyhexyl]amino]methyl]azetidin-1-yl]ethanone ClC=1C=NC(=NC1)N1CCC(CC1)CCCOC1=CC=C(C=N1)CC(=O)N1CC(C1)CNC[C@@H]([C@H]([C@@H]([C@@H](CO)O)O)O)O